ClC=1C=2C(N=C3N(C2C=CC1)C1=CC(=CC=C1C3(C)C)C3CCN(CC3)CC3=C(C#N)C=C(C=C3)N3CCN(CC3)C3=CC(=C(C(=C3)F)C3C(NC(CC3)=O)=O)F)=O 2-((4-(4-chloro-7,7-dimethyl-5-oxo-5,7-dihydroindolo[1,2-a]quinazolin-10-yl)piperidin-1-yl)methyl)-5-(4-(4-(2,6-dioxopiperidin-3-yl)-3,5-difluorophenyl)piperazin-1-yl)benzonitrile